CC1(CCN(CC1)NC1=C2C(=NC=C1N)N(C=C2)S(=O)(=O)C2=CC=C(C)C=C2)CCS(=O)(=O)[O-] (4-methyl-1-((5-amino-1-p-toluenesulfonyl-1H-pyrrolo[2,3-b]pyridin-4-yl)Amino)piperidin-4-yl)methylmethanesulfonate